COC1=C(C=C(C(=C1)OC)OC)C=CC=O 3-(2,4,5-trimethoxyphenyl)prop-2-en-1-one